2-[[5,7-bis(trifluoromethyl)-1,2-benzoxazol-3-yl]amino]butanoic acid FC(C=1C=C(C2=C(C(=NO2)NC(C(=O)O)CC)C1)C(F)(F)F)(F)F